fluorine niobium titanium oxide [O-2].[Ti+4].[Nb+5].[F]